C(C)(C)(C)N(C(O)=O)[C@H]1CN(CCC1)CCI.C(C)(C)C=1C(=NNC1C=1C=C(C=2N(C1)N=CN2)C)C=2C=C(N)C=CC2 3-(4-isopropyl-5-(8-methyl-[1,2,4]triazolo[1,5-a]pyridin-6-yl)-1H-pyrazol-3-yl)aniline (R)-tert-butyl-(1-(2-iodoethyl)piperidin-3-yl)carbamate